C(C)(=O)NC1=C(C2=C(S1)CC(CC2)(CC2CCC2)C#N)C(=O)OCC Ethyl 2-acetamido-6-cyano-6-(Cyclobutylmethyl)4,5,6,7-tetrahydrobenzo[b]thiophene-3-carboxylate